(2R,3R,4S,5S)-2-(4-methylpyrrolo[2,3-d]pyrimidin-7-yl)-5-[(4R)-7,8-difluoro-4H-1,3-benzodioxin-4-yl]tetrahydrofuran-3,4-diol CC=1C2=C(N=CN1)N(C=C2)[C@@H]2O[C@@H]([C@H]([C@H]2O)O)[C@@H]2OCOC1=C2C=CC(=C1F)F